NC=1N=C(SC1C(=O)C=1C=NC(=CC1)N1CCC(CC1)C)N(C1=CC=C(C=C1)F)C(C(=O)N)C (N-[4-amino-5-[6-(4-methyl-1-piperidinyl)pyridine-3-carbonyl]thiazol-2-yl]-4-fluoro-anilino)propanamide